(S)-(1-(1-(2-methoxyethyl)-3-methyl-6-((1-(3,4,5-trimethoxyphenyl)-1H-imidazol-4-yl)amino)-1H-pyrazolo[3,4-d]pyrimidin-4-yl)pyrrolidin-2-yl)methanol COCCN1N=C(C=2C1=NC(=NC2N2[C@@H](CCC2)CO)NC=2N=CN(C2)C2=CC(=C(C(=C2)OC)OC)OC)C